(11S,11aS)-allyl 11-(tert-butyldimethylsilyloxy)-8-(3-iodopropoxy)-7-methoxy-5-oxo-2-((E)-prop-1-enyl)-11,11a-dihydro-1H-benzo[e]pyrrolo[1,2-a][1,4]diazepine-10(5H)-carboxylate [Si](C)(C)(C(C)(C)C)O[C@H]1[C@H]2N(C(C3=C(N1C(=O)OCC=C)C=C(C(=C3)OC)OCCCI)=O)C=C(C2)\C=C\C